1-(tert-butyl) 3-methyl piperazine-1,3-dicarboxylate N1(CC(NCC1)C(=O)OC)C(=O)OC(C)(C)C